(S)-N-(2-((((9H-fluoren-9-yl)methoxy)carbonyl)amino)propyl)-N-(isobutylsulfonyl)glycine C1=CC=CC=2C3=CC=CC=C3C(C12)COC(=O)N[C@H](CN(CC(=O)O)S(=O)(=O)CC(C)C)C